C(C)N(CC)[Si](OCCCC)(OCCCC)OCCCC diethylaminotributoxysilane